C/C(/C=O)=C\C(CC=C(C)C)(C1=C(C=CC=C1)SC)C (E)-2,4,7-trimethyl-4-(2-(methylthio)phenyl)octa-2,6-dienal